NC=1N(C2=C(N1)C=C(C=C2C#N)CC2=CC=NC=C2)C 2-amino-3-methyl-6-(4-pyridylmethyl)benzimidazole-4-carbonitrile